(S*)-N5-(1-(2-hydroxyethyl)-1H-pyrazol-4-yl)-N7-methyl-3-phenyl-2,3-dihydrobenzofuran-5,7-dicarboxamide OCCN1N=CC(=C1)NC(=O)C=1C=C(C2=C([C@@H](CO2)C2=CC=CC=C2)C1)C(=O)NC |o1:16|